7-(6-but-3-enyl-7-oxo-1H-pyrrolo[2,3-c]pyridin-4-yl)-N,N-dimethyl-3H-benzimidazole-5-carboxamide C(CC=C)N1C(C2=C(C(=C1)C1=CC(=CC3=C1N=CN3)C(=O)N(C)C)C=CN2)=O